(R) or (S)-N-(amino(5-(2-hydroxypropan-2-yl)thiazol-2-yl)(oxo)-λ6-sulfaneylidene)-2-(3-fluoro-2,6-diisopropylphenyl)acetamide N[S@](=NC(CC1=C(C(=CC=C1C(C)C)F)C(C)C)=O)(=O)C=1SC(=CN1)C(C)(C)O |o1:1|